5-(chlorosulfonyl)-2,3-dihydro-1H-indene-2-carboxylic acid methyl ester COC(=O)C1CC2=CC=C(C=C2C1)S(=O)(=O)Cl